CC1(OB(OC1(C)C)C1=CC=2N(C=C1)N=CC2)C 5-(4,4,5,5-Tetramethyl-1,3,2-dioxaborolane-2-yl)pyrazolo[1,5-a]pyridine